cyclopropyl-2-(4-fluorophenyl)-6-methyl-7-tosyl-7H-pyrrolo[2,3-d]pyrimidin-4-amine C1(CC1)C1=C(N(C=2N=C(N=C(C21)N)C2=CC=C(C=C2)F)S(=O)(=O)C2=CC=C(C)C=C2)C